sodium 4-mercaptobutanesulfonate SCCCCS(=O)(=O)[O-].[Na+]